N(=[N+]=[N-])[C@](N)(C(C)C)C(=O)O 2-Azido-valine